[Pd](Cl)Cl.C1(=CC=CC=C1)C(C1=CC=CC=C1)(C1=CC=CC=C1)P.C1(=CC=CC=C1)C(C1=CC=CC=C1)(C1=CC=CC=C1)P bis(triphenylmethylphosphine) palladium dichloride